N-(4-((1-(difluoromethyl)-2,5-dimethyl-4,5-dihydro-1H-imidazo[4,5-c][1,7]naphthyridin-6-yl)amino)-5-(propanoyl-3,3,3-d3)pyridin-2-yl)cyclopropanecarboxamide FC(N1C(=NC=2CN(C=3C(=NC=CC3C21)NC2=CC(=NC=C2C(CC([2H])([2H])[2H])=O)NC(=O)C2CC2)C)C)F